ClC=1C=C2CC(CC2=CC1)NCC1CN(C(O1)=O)C=1C=CC=2OCC(NC2N1)=O 6-[5-[[(5-chloro-2,3-dihydro-1H-inden-2-yl)amino]methyl]-2-oxo-1,3-oxazolidin-3-yl]-4H-pyrido[3,2-b][1,4]oxazin-3-one